C1=CC=C(C=C1)C(CC(=O)O)O The molecule is a 3-hydroxy carboxylic acid that is 3-phenylpropionic acid in which one of the hydrogens beta to the carboxy group is replaced by a hydroxy group. It is a monocarboxylic acid and a 3-hydroxy carboxylic acid. It derives from a 3-phenylpropionic acid. It is a conjugate acid of a 3-hydroxy-3-phenylpropionate.